ClCC(=CC1=CC=CC=C1)C=CC(=O)N chloromethyl-styrene-β-acrylamide